5-amino-1-(3-hydroxy-2,6-dimethylphenyl)-3-(thiazol-2-yl)-1H-pyrazole-4-carboxamide NC1=C(C(=NN1C1=C(C(=CC=C1C)O)C)C=1SC=CN1)C(=O)N